FC=1C(=NC=C(C1)F)CNC(=O)C1=CN=C(S1)N1CCC(CC1)N1C[C@@H](CCC1)CCC |r| rac-N-[(3,5-Difluoropyridin-2-yl)methyl]-2-(3-propyl[1,4'-bipiperidin]-1'-yl)-1,3-thiazole-5-carboxamide